benzene-1,4-disulfonamide C1(=CC=C(C=C1)S(=O)(=O)N)S(=O)(=O)N